(4-(4-((3-chlorobenzyl)(cyclopropyl)amino)-6-(3,5-dimethylisoxazol-4-yl)Quinazolin-2-yl)-1H-pyrazol-1-yl)-2-methylpropan-2-ol ClC=1C=C(CN(C2=NC(=NC3=CC=C(C=C23)C=2C(=NOC2C)C)C=2C=NN(C2)CC(C)(O)C)C2CC2)C=CC1